1-tetradecanoyl-2-(9Z-heptadecenoyl)-glycero-3-phospho-(1'-sn-glycerol) CCCCCCCCCCCCCC(=O)OC[C@H](COP(=O)(O)OC[C@H](CO)O)OC(=O)CCCCCCC/C=C\CCCCCCC